ClC1=C(C=C(C=C1C#C[Si](C)(C)C)C1=NNC(O[C@H]1C)=O)C(F)F (S)-5-(4-chloro-3-(difluoromethyl)-5-((trimethylsilyl)ethynyl)phenyl)-6-methyl-3,6-dihydro-2H-1,3,4-oxadiazin-2-one